C1=CC=CC2=CC3=CC=CC=C3C(=C12)C1=CC=C2C(C(C=3C=CC=C1C32)=O)=O 5-(9-anthryl)acenaphthoquinone